2-chloro-5-(trifluoromethoxy)benzene ClC1=CC=C(C=C1)OC(F)(F)F